BrC=1C=CC(=C(C1)NC1=CC2=C(N(C(O2)=O)C)C=C1)[N+](=O)[O-] 6-((5-bromo-2-nitrophenyl)amino)-3-methylbenzo[d]oxazol-2(3H)-one